methyl 2-[(3R)-3-methyl[1,4'-bipiperidin]-1'-yl]-1,3-thiazole-5-carboxylate C[C@H]1CN(CCC1)C1CCN(CC1)C=1SC(=CN1)C(=O)OC